CN([C@H]1CCCC=2C=CC=NC12)C[C@@H]1NCC2=CC=CC(=C2C1)N1C[C@H](OCC1)C (S)-N-methyl-N-(((R)-5-((R)-2-methylmorpholino)-1,2,3,4-tetrahydroisoquinolin-3-yl)methyl)-5,6,7,8-tetrahydroquinolin-8-amine